O-methylthreonine CO[C@@H]([C@H](N)C(=O)O)C